2-[(6-bromo-5-fluoro-1,3-benzoxazol-2-yl)oxymethoxy]ethyl-trimethyl-silane ethyl-4-(((trifluoromethyl)sulfonyl)oxy)cyclohex-3-ene-1-carboxylate C(C)OC(=O)C1CC=C(CC1)OS(=O)(=O)C(F)(F)F.BrC1=CC2=C(N=C(O2)OCOCC[Si](C)(C)C)C=C1F